[C@@H]12N[C@@H]([C@@H](CC1)C2)C(=O)N2CCC(CC2)C(=O)C2=CN(C1=CN=CC=C12)C1=C(C(=O)N(C(C)C)C(C)C)C=C(C=C1)F 2-(3-(1-((1R,3S,4S)-2-Azabicyclo[2.2.1]heptane-3-carbonyl)piperidine-4-carbonyl)-1H-pyrrolo[2,3-c]pyridin-1-yl)-5-fluoro-N,N-diisopropylbenzamide